1-(4-aminophenyl)-1,3,3-trimethyl-indan-5-amine NC1=CC=C(C=C1)C1(CC(C2=CC(=CC=C12)N)(C)C)C